4-(trifluoromethylthio)benzoic acid FC(SC1=CC=C(C(=O)O)C=C1)(F)F